N-(N2,N6-bis(tert-butoxycarbonyl)-L-lysyl)-N-(8-((tert-butoxycarbonyl)amino)octyl)glycine C(C)(C)(C)OC(=O)N[C@@H](CCCCNC(=O)OC(C)(C)C)C(=O)N(CC(=O)O)CCCCCCCCNC(=O)OC(C)(C)C